(R)-benzyl-3-((tert-butoxycarbonyl)((R)-2-hydroxy-3-(3-(methylsulfonyl)phenoxy)propyl)amino)-1-oxa-8-azaspiro[4.5]decane-8-carboxylate C(C1=CC=CC=C1)OC(=O)N1CCC2(C[C@H](CO2)N(C[C@H](COC2=CC(=CC=C2)S(=O)(=O)C)O)C(=O)OC(C)(C)C)CC1